4-carboxyl-cinnamic acid C(=O)(O)C1=CC=C(C=CC(=O)O)C=C1